3-{4-[(3-chloro-4-methylphenyl)sulfamoyl]phenyl}-1-(pyridin-3-ylmethyl)urea ClC=1C=C(C=CC1C)NS(=O)(=O)C1=CC=C(C=C1)NC(NCC=1C=NC=CC1)=O